tri(2-(hexyloxy)ethyl)-amine C(CCCCC)OCCN(CCOCCCCCC)CCOCCCCCC